tert-butyl 6-methylene-8-(2-phenylpropan-2-yl)-3,8-diazabicyclo[3.2.1]octane-3-carboxylate C=C1C2CN(CC(C1)N2C(C)(C)C2=CC=CC=C2)C(=O)OC(C)(C)C